N1(N=NC=C1)CCCNC(=O)C1=NOC(=C1)C=1OC=CC1 N-(3-(1H-1,2,3-triazol-1-yl)propyl)-5-(furan-2-yl)isoxazole-3-carboxamide